methyl 2-(6-bromo-4-cyclopropoxy-1-oxophthalazin-2(1H)-yl)acetate BrC=1C=C2C(=NN(C(C2=CC1)=O)CC(=O)OC)OC1CC1